ClC=1C=CC(=C(CN(C(=O)C=2OC3=C(C2)C=CC=C3)C3CC2=CC=C(C=C2C3)S(=O)(=O)NCCC)C1)OCCN(C)C N-(5-chloro-2-(2-(dimethylamino)ethoxy)benzyl)-N-(5-(N-propylaminosulfonyl)-2,3-dihydro-1H-inden-2-yl)benzofuran-2-carboxamide